O=C1NC(CCC1N1C(C2=CC=C(C=C2C1=O)N1CC2(C1)CCN(CC2)CC(=O)OCC2=CC=CC=C2)=O)=O benzyl 2-{2-[2-(2,6-dioxopiperidin-3-yl)-1,3-dioxo-2,3-dihydro-1H-isoindol-5-yl]-2,7-diazaspiro[3.5]nonan-7-yl}acetate